3-(7-(1-(4-Chlorobenzyl)piperidin-3-yl)pyrazolo[1,5-a]pyrimidin-2-yl)pyridin ClC1=CC=C(CN2CC(CCC2)C2=CC=NC=3N2N=C(C3)C=3C=NC=CC3)C=C1